[Si](C)(C)(C(C)(C)C)OC[C@@H]1[C@@](C(NC1)=O)(C)[C@H](C)C1=CC=C(C=C1)CO (3R,4R)-4-[[tert-butyl(dimethyl)silyl]oxymethyl]-3-[(1R)-1-[4-(hydroxymethyl)phenyl]ethyl]-3-methyl-pyrrolidin-2-one